N-(3-chlorophenyl)-1,4-benzoxazine ClC=1C=C(C=CC1)N1C=COC2=C1C=CC=C2